(R)-N-((7-(1,2-dihydroxyethyl)-4-(4-(trifluoromethoxy)phenyl)benzo[d]oxazol-6-yl)methyl)-N-methylacrylamide O[C@@H](CO)C1=C(C=C(C=2N=COC21)C2=CC=C(C=C2)OC(F)(F)F)CN(C(C=C)=O)C